1-[2-[4-(5-tert-butyl-1,2,4-oxadiazol-3-yl)benzoyl]-2-azaspiro[3.3]heptan-6-yl]imidazole-4-carbonitrile C(C)(C)(C)C1=NC(=NO1)C1=CC=C(C(=O)N2CC3(C2)CC(C3)N3C=NC(=C3)C#N)C=C1